Cl.N1(CCNCC1)C1=NC=C(C=N1)C(F)(F)F 2-(piperazine-1-yl)-5-(trifluoromethyl)pyrimidine hydrochloride